C(CCCCCC)N Heptylamine